C(CCCCCCCCC)(=O)N[C@@H](CN1CC2=CC=C(C=C2C1=O)C(=O)N1C[C@H]([C@@H](C1)C(=O)N[C@@H]1[C@H](C1)C1=CC=CC=C1)C(=O)N[C@@H]1[C@H](C1)C1=CC=CC=C1)C(=O)NCCCCCC (3S,4S)-1-(2-((S)-2-decanamido-3-(hexylamino)-3-oxopropyl)-3-oxoisoindoline-5-carbonyl)-N3,N4-bis((1S,2R)-2-phenylcyclopropyl)pyrrolidine-3,4-dicarboxamide